3-[3-(difluoromethoxy)phenyl]-1-isopropyl-N-(4-methyl-1,1-dioxo-thia-cyclohex-4-yl)-2-oxo-imidazo[4,5-b]pyridine-6-carboxamide FC(OC=1C=C(C=CC1)N1C(N(C=2C1=NC=C(C2)C(=O)NC2(CCS(CC2)(=O)=O)C)C(C)C)=O)F